N-(2-fluorophenyl)-4-(2-(4-methylpiperidin-1-yl)benzyl)piperazine-1-formamide FC1=C(C=CC=C1)NC(=O)N1CCN(CC1)CC1=C(C=CC=C1)N1CCC(CC1)C